[Mn](=O)(=O)([O-])[O-].[Na+].[Ni+2].[Zn+2] zinc-nickel sodium manganate